phosphopantetheine CC(C)(COP(=O)(O)O)[C@H](C(=O)NCCC(=O)NCCS)O